CN1NC2=NC(=CC(=C2C1=O)NC1=C(C=CC=C1)S(=O)(=O)C)NC=1N=NC(=CC1)C 2-methyl-6-((6-methylpyridazin-3-yl)amino)-4-((2-(methylsulfonyl)phenyl)amino)-1,2-dihydro-3H-pyrazolo[3,4-b]pyridin-3-one